5-[4-[2-[3-[4-(ethylsulfonylamino)-2-(6-methyl-7-oxo-1H-pyrrolo[2,3-c]pyridin-4-yl)phenoxy]phenoxy]ethoxy]-1-piperidyl]pyridine-2-carboxylic acid C(C)S(=O)(=O)NC1=CC(=C(OC=2C=C(OCCOC3CCN(CC3)C=3C=CC(=NC3)C(=O)O)C=CC2)C=C1)C=1C2=C(C(N(C1)C)=O)NC=C2